2-ethyl-9,10-di(n-pentoxy)-anthracene C(C)C1=CC2=C(C3=CC=CC=C3C(=C2C=C1)OCCCCC)OCCCCC